(4-{[7-(dimethylamino)-5-methyl-[1,2,4]triazolo[1,5-a]pyrimidin-6-yl]methyl}phenyl)(imino)(2-methoxyethyl)-λ6-sulfanone CN(C1=C(C(=NC=2N1N=CN2)C)CC2=CC=C(C=C2)S(=O)(CCOC)=N)C